3-(2-(1-(2-(1-Methyl-1H-imidazol-2-yl)ethyl)-1H-pyrazolo[4,3-b]pyridin-3-yl)pyridin-4-yl)-5-(trifluoromethyl)-1,2,3-oxadiazole CN1C(=NC=C1)CCN1N=C(C2=NC=CC=C21)C2=NC=CC(=C2)N2NOC(=C2)C(F)(F)F